9-(3-bromobenzo[b]thiophen-6-yl-4,5,7-d3)-9H-carbazole-1,2,3,4,5,6,7,8-d8 BrC=1C=2C(SC1)=C(C(=C(C2[2H])[2H])N2C1=C(C(=C(C(=C1C=1C(=C(C(=C(C21)[2H])[2H])[2H])[2H])[2H])[2H])[2H])[2H])[2H]